2-[2-chloro-4-(difluoromethoxy)phenyl]-5-(1H-pyrrolo[2,3-b]pyridin-4-yl)-1-{[2-(trimethylsilyl)ethoxy]methyl}-1H-pyrrole-3-carboxylic acid ClC1=C(C=CC(=C1)OC(F)F)C=1N(C(=CC1C(=O)O)C1=C2C(=NC=C1)NC=C2)COCC[Si](C)(C)C